(R)-6-(2-allyl-6-((4-(3,4-dimethylpiperazin-1-yl)phenyl)amino)-3-oxo-2,3-dihydro-1H-pyrazolo[3,4-d]pyrimidin-1-yl)pyridin-2-sulfonamide C(C=C)N1N(C2=NC(=NC=C2C1=O)NC1=CC=C(C=C1)N1C[C@H](N(CC1)C)C)C1=CC=CC(=N1)S(=O)(=O)N